FC=1C=C(C=CC1N1CCCCC1)NC(=O)C=1N=C(OC1C)N1C[C@H]2[C@@H](C1)CCO2 N-(3-fluoro-4-(piperidin-1-yl)phenyl)-2-((3aR,6aR)-hexahydro-5H-furo[2,3-c]pyrrol-5-yl)-5-methyloxazole-4-carboxamide